FC=1C=CC(=NC1C(F)(F)F)[C@@H](NC(=O)N1[C@@H](C(NCC1)=O)C)C=1C=NC(=CC1)OC(F)(F)F (2R)-N-((S)-(5-fluoro-6-(trifluoro-methyl)pyridin-2-yl)(6-(trifluoromethoxy)pyridin-3-yl)methyl)-2-methyl-3-oxopiperazine-1-carboxamide